NCCCCN1CCN(CC1)C(=O)[O-] 4-(4-aminobutyl)piperazine-1-carboxylate